C1CC12CCN(CC2)C2=C(C=1CCCC1C(=C2)Br)C(=O)NC2=CC(=NC(=C2)C)N2CCC(CC2)(F)F 5-{6-azaspiro[2.5]oct-6-yl}-7-bromo-N-[2-(4,4-difluoropiperidin-1-yl)-6-methylpyridin-4-yl]-2,3-dihydro-1H-indene-4-carboxamide